FC1=C(C(C(N1C(C(C(F)(F)F)(F)F)(F)F)(C(C(F)(F)F)(F)F)F)(F)F)F Perfluoro-N-propyl-2-ethyltetrafluoropyrrole